methyl (S)-2-(4-(6-((4-cyano-2-fluorobenzyl)oxy)pyridin-2-yl)benzyl)-1-(oxetan-2-ylmethyl)-1H-thieno[2,3-d]imidazole-5-carboxylate C(#N)C1=CC(=C(COC2=CC=CC(=N2)C2=CC=C(CC=3N(C4=C(N3)SC(=C4)C(=O)OC)C[C@H]4OCC4)C=C2)C=C1)F